7-chloro-2,2-dimethylheptanoate ClCCCCCC(C(=O)[O-])(C)C